1-[3-(1-hydroxyethyl)-6-[5-[[1-(oxetan-3-yl)pyrazol-4-yl]amino]benzimidazol-1-yl]-2-pyridyl]-5-methyl-pyrazole-3-carbonitrile OC(C)C=1C(=NC(=CC1)N1C=NC2=C1C=CC(=C2)NC=2C=NN(C2)C2COC2)N2N=C(C=C2C)C#N